BrC1=CC=CC=2SC3=C(C21)C=CC=C3I 1-bromo-6-iododibenzo[b,d]thiophene